ClN1C=C2C=CC=CC2=CN1Cl 2,3-Dichlorophthalazin